3-fluoro-4-(morpholin-4-yl)benzene-1,2-diamine FC1=C(C(=CC=C1N1CCOCC1)N)N